(1S,2S,3R,4S,5R)-N-(5-chloro-4-(trifluoromethyl)pyridin-2-yl)-5-hydroxy-3-(1-methyl-3-(trifluoromethyl)-1H-pyrazol-4-yl)-7-oxabicyclo[2.2.1]heptane-2-carboxamide ClC=1C(=CC(=NC1)NC(=O)[C@@H]1[C@@H]2C[C@H]([C@H]([C@H]1C=1C(=NN(C1)C)C(F)(F)F)O2)O)C(F)(F)F